1,1,3-tris-(dihydroxy-3-methyl-phenyl)-propane OC1=C(C(=C(C=C1)C(CCC1=C(C(=C(C=C1)O)C)O)C1=C(C(=C(C=C1)O)C)O)O)C